C(#N)C1(CC1)NS(=O)(=O)C1=CC=C2C3=C(NC2=C1)N=CN=C3N3C[C@@H](C(CC3)N3CCCC3)F N-(1-cyanocyclopropyl)-4-((3S)-3-fluoro-4-(pyrrolidin-1-yl)piperidin-1-yl)-9H-pyrimido[4,5-b]Indole-7-sulfonamide